1-(4-((3-bromophenyl)sulfonyl)piperazin-1-yl)-2,2,2-trifluoroethan-1-one BrC=1C=C(C=CC1)S(=O)(=O)N1CCN(CC1)C(C(F)(F)F)=O